CN(C1(CCC2(CNC(N2CC2=C(C=CC=C2)OC)=O)CC1)C1=CC=CC=C1)C 8-(dimethylamino)-1-(2-methoxybenzyl)-8-phenyl-1,3-diazaspiro[4.5]decan-2-one